[N]=O.[Si] Silicon nitrogen Oxide